C1(=CC=C(C=C1)N=[N+]=[N-])N=[N+]=[N-] p-phenylenediazide